FC1=CC2=C(N(C[C@@H]3[C@@H](C(N2C)=O)N(C(C3)=O)C3=NC(=CC(=C3)C(F)(F)F)C)CC=O)C(=C1)C 2-((3aR,11aS)-8-fluoro-6,10-dimethyl-1-(6-methyl-4-(trifluoromethyl)pyridin-2-yl)-2,11-dioxo-1,2,3,3a,4,10,11,11a-octahydro-5H-benzo[b]pyrrolo[2,3-f][1,4]diazocin-5-yl)acetaldehyde